2-methylacrylsulfonic acid CC(C(=O)S(=O)(=O)O)=C